monocopper(I) monocopper(III) monooxide [Cu+]=O.[Cu+]